1-(3-(3-(1H-pyrazol-4-yl)quinoxaline-6-carbonyl)phenyl)-3-(4-chloro-3-fluorophenyl)urea N1N=CC(=C1)C=1C=NC2=CC=C(C=C2N1)C(=O)C=1C=C(C=CC1)NC(=O)NC1=CC(=C(C=C1)Cl)F